(R)-4-((1-(2-hydroxyethyl)-1H-pyrazol-4-yl)methyl)-1-methyl-N-(1-methylcyclopropyl)-5-oxo-1,2,4,5-tetrahydroimidazo[1,2-a]quinazoline-7-sulfonamide OCCN1N=CC(=C1)CN1C=2N(C3=CC=C(C=C3C1=O)S(=O)(=O)NC1(CC1)C)[C@@H](CN2)C